N,N-Bis-(3-aminopropyl)methylamin NCCCN(CCCN)C